FC=1C=C2C(N(C(=NC2=C(C1)C(C)NC1=C(C(=O)OC)C=CC=C1)N1CCOCC1)C)=O methyl 2-((1-(6-fluoro-3-methyl-2-morpholino-4-oxo-3,4-dihydroquinazolin-8-yl)ethyl)amino)benzoate